methyl 6-[4-[tert-butoxycarbonyl(methyl)amino]butylamino]-3-[1-[[3-[2-(dimethylamino)ethoxy]-5,7-dimethyl-1-adamantyl]methyl]-5-methyl-pyrazol-4-yl]pyridine-2-carboxylate C(C)(C)(C)OC(=O)N(CCCCNC1=CC=C(C(=N1)C(=O)OC)C=1C=NN(C1C)CC12CC3(CC(CC(C1)(C3)C)(C2)C)OCCN(C)C)C